CN1N=CC(=C1)S(=O)(=O)NC1=CC2=C(C(=N1)C1=C(C=CC=C1)C)C1=C(O2)C=CC=C1 1-methyl-N-[1-(o-tolyl)benzofuro[3,2-c]pyridin-3-yl]pyrazole-4-sulfonamide